methyl 3-chloro-4-(3-oxobenzo[d]isothiazol-2(3H)-yl)benzoate ClC=1C=C(C(=O)OC)C=CC1N1SC2=C(C1=O)C=CC=C2